(S)-4,4-difluoro-3-methylpiperidine hydrochloride Cl.FC1([C@H](CNCC1)C)F